dimethylbutylsilane C[SiH](CCCC)C